6-(1-chloroethyl)benzo[b]thiophene-2-carboxylic acid ClC(C)C=1C=CC2=C(SC(=C2)C(=O)O)C1